C(#N)C=1C=C(C(=NC1)[C@@H](C)NC(CN1C(NC2=CC=C(C(=C2C1)F)F)=O)=O)F (R)-N-(1-(5-cyano-3-fluoropyridin-2-yl)ethyl)-2-(5,6-difluoro-2-oxo-1,4-dihydroquinazolin-3(2H)-yl)acetamide